2-(8-Fluoro-6-(5-fluoro-2-((1-(methylsulfonyl)piperidin-4-yl)amino)pyridin-4-yl)-2-methylquinolin-4-yl)propan-2-ol FC=1C=C(C=C2C(=CC(=NC12)C)C(C)(C)O)C1=CC(=NC=C1F)NC1CCN(CC1)S(=O)(=O)C